CC1(NC2=C(OC1)C=CC=C2)C 3,3-dimethyl-3,4-dihydro-2H-benzo[b][1,4]oxazine